N-(3-(5-(6-cyclopropylpyridin-3-yl)-1H-pyrrolo[2,3-b]pyridine-3-carbonyl)-2,6-difluorophenyl)propane-1-sulfonamide C1(CC1)C1=CC=C(C=N1)C=1C=C2C(=NC1)NC=C2C(=O)C=2C(=C(C(=CC2)F)NS(=O)(=O)CCC)F